COC[C@H](C(=O)N[C@@H](CCCC1=CC=C(C=C1)OC)B(O)O)NC(=O)C1=NC=CN=C1 ((R)-1-((R)-3-methoxy-2-(pyrazine-2-carboxamido)propanamido)-4-(4-methoxyphenyl)butyl)boronic acid